CC1(N(CC(C1)CCCNC)C(=O)OC(C)(C)C)C tert-Butyl 2,2-dimethyl-4-[3-(methylamino)propyl]pyrrolidine-1-carboxylate